COC=1C=C2C=C(C=NC2=C(C1)N1CCC(CC1)C(F)(F)F)C(=O)OCC ethyl 6-methoxy-8-(4-(trifluoromethyl)piperidin-1-yl)quinoline-3-carboxylate